C(C)(C)C1=C(C=CC=C1)C1=NC=C2NC(N(C2=N1)CC1=CC=C(C=C1)C=1N(C=C(N1)C(F)(F)F)C1COC1)=O 2-(2-isopropylphenyl)-9-(4-(1-(oxetan-3-yl)-4-(trifluoromethyl)-1H-imidazol-2-yl)benzyl)-7,9-dihydro-8H-purin-8-one